C1(CCCC1)N(C(=O)OCC=1C(=NOC1C1=CC=C(C=C1)NC(=O)C1C(C1C(=O)O)(F)F)C)C 3-((4-(4-(((cyclopentyl(methyl)carbamoyl)oxy)methyl)-3-methylisoxazol-5-yl)phenyl)carbamoyl)-2,2-difluorocyclopropane-1-carboxylic acid